6-(1-fluorocyclopropane-1-carboxamido)-4-((2-methoxy-3-(1-methyl-1H-1,2,4-triazol-3-yl)phenyl)amino)-N-(methyl-d3)pyridazine-3-carboxamide morpholinoleate N1(CCOCC1)CCCCCCCC\C=C/CCCCCCCC(=O)O.FC1(CC1)C(=O)NC1=CC(=C(N=N1)C(=O)NC([2H])([2H])[2H])NC1=C(C(=CC=C1)C1=NN(C=N1)C)OC